tert-butyl (3-(amino-methyl)-3-hydroxycyclobutyl)carbamate NCC1(CC(C1)NC(OC(C)(C)C)=O)O